2-ethylhexyl 3-((3-chloro-2-((tetrahydro-2H-pyran-4-yl)oxy)pyridin-4-yl)thio)propanoate ClC=1C(=NC=CC1SCCC(=O)OCC(CCCC)CC)OC1CCOCC1